((3,4-dimethylbenzyl)amino)imidazo[1,2-a]pyridine-3-carboxylic acid CC=1C=C(CNC=2N=C3N(C=CC=C3)C2C(=O)O)C=CC1C